4-((1r,4s)-4-(3-bromophenoxy)cyclohexyl)butan-1-ol BrC=1C=C(OC2CCC(CC2)CCCCO)C=CC1